[Si].[Cr].[Cu].[Ca] calcium-copper-chromium-silicon